[Na+].[Na+].C1(=CC=CC=C1)C1=C(C(=C(C2=C1N=C(N2)S(=O)(=O)[O-])S(=O)(=O)[O-])S(=O)(=O)O)S(=O)(=O)O.C2(=CC(=CC=C2)NC(CSC2=NN1C=NC(=CC1=N2)C(F)(F)F)=O)C N-(m-tolyl)-2-((7-(trifluoromethyl)-[1,2,4]triazolo[1,5-c]pyrimidin-2-yl)thio)acetamide phenylbenzimidazoletetrasulfonate disodium salt